C(C)(=O)NC1=C(C(=O)NC=2SC(=C(N2)C)[N+](=O)[O-])C=CC(=C1)NCCCCCCCNC(C[C@H]1C=2N(C3=C(C(=N1)C1=CC=C(C=C1)Cl)C(=C(S3)C)C)C(=NN2)C)=O (S)-2-acetamido-4-((7-(2-(4-(4-chlorophenyl)-2,3,9-trimethyl-6H-thieno[3,2-f][1,2,4]triazolo[4,3-a][1,4]diazepin-6-yl)acetamido)heptyl)amino)-N-(4-methyl-5-nitrothiazol-2-yl)benzamide